N,N,N-trimethylpentan-1-aminium chloride [Cl-].C[N+](CCCCC)(C)C